O1CCC(CC1)N1CC2(C1)CN(C2)S(=O)(=O)C=2C(=NC=CC2)C(F)(F)F 2-(tetrahydro-2H-pyran-4-yl)-6-((2-(trifluoromethyl)pyridin-3-yl)sulfonyl)-2,6-diazaspiro[3.3]heptane